CNCC(=O)[O-].[Na+] sodium N-methylglycinate